6-cyclopropoxy-2-methyl-quinazoline-4-thiol C1(CC1)OC=1C=C2C(=NC(=NC2=CC1)C)S